(E)-1-(4-amino-1,2,5-oxadiazol-3-yl)-N'-(3-hydroxy-4-nitrobenzyl)-1H-1,2,3-triazole-4-carbohydrazide NC=1C(=NON1)N1N=NC(=C1)C(=O)NNCC1=CC(=C(C=C1)[N+](=O)[O-])O